BrC=1C=C2C(=CC=NC2=CC1)C(=O)N1C(CCC1)CNS(=O)(=O)C1=CC=CC=C1 N-((1-(6-bromoquinoline-4-carbonyl)pyrrolidin-2-yl)methyl)benzenesulfonamide